ClC1=C(C(=NN1C)C(F)F)C(=O)N 5-chloro-3-difluoromethyl-1-methylpyrazol-4-ylcarboxamide